O1COCC2=C1C=CC=C2C2=NNC(=C2)C2=CC(=CC=C2)Br 3-(1,3-benzodioxan-5-yl)-5-(3-bromophenyl)-1H-pyrazole